((1-(2-acetamido-3-(1H-imidazol-4-yl)-N-methylpropanamido)-4-(methylamino)butane-2,3-diyl)bis(oxy))bis(propane-3,1-diyl) ditetradecanoate C(CCCCCCCCCCCCC)(=O)OCCCOC(C(CN(C(C(CC=1N=CNC1)NC(C)=O)=O)C)OCCCOC(CCCCCCCCCCCCC)=O)CNC